FC(OC1=CC=C(C=N1)C1=CN=CC(=N1)C(=O)N/N=C/C1=C(C=CC(=C1)OC)C)F (E)-6-(6-(difluoromethoxy)pyridin-3-yl)-N'-(5-methoxy-2-methylbenzylidene)pyrazine-2-carbohydrazide